(R)-1-(2-chloropyridin-3-yl)ethyl (4-(5-(1-cyano-3-oxacyclobutane-1-carboxamido)pyridin-2-yl)-1-methyl-1H-1,2,3-triazol-5-yl)carbamate C(#N)C1(COC1)C(=O)NC=1C=CC(=NC1)C=1N=NN(C1NC(O[C@H](C)C=1C(=NC=CC1)Cl)=O)C